1-Propargyl-5-cyclopropyl-1H-pyrazole-4-carboxylic acid C(C#C)N1N=CC(=C1C1CC1)C(=O)O